(1R,5S,6r)-6-[(4-methyl-1,3-thiazol-2-yl)carbonyl]-3-azabicyclo[3.1.0]Hexane CC=1N=C(SC1)C(=O)C1[C@H]2CNC[C@@H]12